C1(CCC1)CNC[C@@H]1OC2=C(C1)C(=C(C(=C2)O)N2CC(NS2(=O)=O)=O)F 5-[(2R)-2-{[(cyclobutylmethyl)amino]methyl}-4-fluoro-6-hydroxy-2,3-dihydro-1-benzofuran-5-yl]-1λ6,2,5-thiadiazolidine-1,1,3-trione